ClC=1C=CC(=C(C1)C1=CC(=C(N=N1)N(CC1(C(OCC1)=O)C)C)NC1=CC(=NC=C1)NC(CCN1CCN(CC1)C)=O)F N-(4-{[6-(5-chloro-2-fluorophenyl)-3-{methyl[(3-methyl-2-oxo-oxolan-3-yl)methyl]amino}-pyridazin-4-yl]amino}pyridin-2-yl)-3-(4-methylpiperazin-1-yl)propanamide